N-(4'-chloro-5-fluoro-biphenyl-2-yl)-1-methyl-3-trifluoromethyl-1H-pyrazole-4-carboxamide ClC1=CC=C(C=C1)C1=C(C=CC(=C1)F)NC(=O)C=1C(=NN(C1)C)C(F)(F)F